5-(bicyclo[2.1.1]hexan-1-yl)-3-butyl-8-hydroxy-2-methyl-7-(methylthio)-2,3,4,5-tetrahydrobenzo[f][1,2,5]thiadiazepine 1,1-dioxide C12(CCC(C1)C2)N2CC(N(S(C1=C2C=C(C(=C1)O)SC)(=O)=O)C)CCCC